(R)-6-((1-(ethyl-d5)piperidin-3-yl)amino)-3-(4-hydroxybenzo[b]thiophen-5-yl)-4-methyl-1,2,4-triazine-5(4H)-one C(C([2H])([2H])[2H])(N1C[C@@H](CCC1)NC=1C(N(C(=NN1)C1=C(C2=C(SC=C2)C=C1)O)C)=O)([2H])[2H]